3-(4-((2-(1H-indol-3-yl)ethyl)amino)-8-methyl-7,8-dihydro-6H-pyrimido[5,4-b][1,4]oxazin-2-yl)pyridin-2-ol N1C=C(C2=CC=CC=C12)CCNC1=NC(=NC2=C1OCCN2C)C=2C(=NC=CC2)O